tert-butyl 2-(7-methoxy-4-quinolyl)-6,7-dihydro-4H-pyrazolo[4,3-c]pyridine-5-carboxylate COC1=CC=C2C(=CC=NC2=C1)N1N=C2C(CN(CC2)C(=O)OC(C)(C)C)=C1